NC1=NC=C(C2=C1C(=NN2[C@@H]2CN(CC2)C(C=C)=O)C#CC2=CC1=C(N(C=N1)C)C=C2F)C2CC2 (S)-1-(3-(4-amino-7-cyclopropyl-3-((6-fluoro-1-methyl-1H-benzo[d]imidazol-5-yl)ethynyl)-1H-pyrazolo[4,3-c]pyridin-1-yl)pyrrolidin-1-yl)prop-2-en-1-one